N1CC(C1)NS(=O)(=O)C1=CN=C(N1)C(C1=CC(=C(C=C1)F)Cl)C1=CC(=C(C=C1)F)Cl N-(azetidin-3-yl)-2-(bis(3-chloro-4-fluorophenyl)methyl)-1H-imidazole-5-sulfonamide